3-ethylpyridinium cyanide [C-]#N.C(C)C=1C=[NH+]C=CC1